C([C@@H](O)C)(=O)[O-].[Na+].CC(O)(C(O)CO)C(C)(C)C methyl-tertiary butyl-glycerol Sodium L-Lactate